CC1(O[C@@H]2C(N[C@@H]([C@@H]2O1)C(=O)N(C)C1=C(C=C(C(=C1)Cl)F)F)=O)C ((1s,2s,5s)-7,7-dimethyl-4-oxo-6,8-dioxa-3-azabicyclo[3.3.0]oct-2-yl)-N-(5-chloro-2,4-difluorophenyl)-N-methylformamide